6-Hydrazinopyridine-3-carboxylic Acid Dodecylamide C(CCCCCCCCCCC)NC(=O)C=1C=NC(=CC1)NN